O=C1C=2C=C(C=CC2C2=C1N=C(N=C2)C(F)(F)F)CC(=O)O 2-(9-oxo-2-(trifluoromethyl)-9H-indeno[2,1-d]pyrimidin-7-yl)acetic acid